BrC=1C=CC(=NC1)[C@@H](C(F)(F)F)NC=O N-[(1S)-1-(5-bromo-2-pyridyl)-2,2,2-trifluoroethyl]formamide